Iridium ruthenium tin [Sn].[Ru].[Ir]